methyl 3-((6-(5-((((R)-1-(2-chlorophenyl)ethoxy)carbonyl)amino)-1-methyl-1H-1,2,3-triazol-4-yl)-2-methylpyridin-3-yl)carbamoyl)-2,2-difluorocyclopropane-1-carboxylate ClC1=C(C=CC=C1)[C@@H](C)OC(=O)NC1=C(N=NN1C)C1=CC=C(C(=N1)C)NC(=O)C1C(C1C(=O)OC)(F)F